C1NCC12CN(CC2)C2=NC=NC=C2OC2=C(C(=O)N(C(C)C)C(C)C)C=C(C=C2)F 2-((4-(2,6-diazaspiro[3.4]octan-6-yl)pyrimidin-5-yl)oxy)-5-fluoro-N,N-diisopropyl-benzamide